C(C)(=O)O[SiH](OC(C)=O)OC(C)=O triacetoxySilane